(S)- or (R)-2-Cyclopropyl-6-(2'-methoxy-4'-methyl-3,4,5,6-tetrahydro-2H-[1,3']bipyridinyl-4-yl)-7-methyl-4-(2-trifluoromethylbenzyl)-2,4,6,7-tetrahydro-pyrazolo[4,3-d]pyrimidin-5-one C1(CC1)N1N=C2C(N(C(N([C@H]2C)C2CCN(CC2)C=2C(=NC=CC2C)OC)=O)CC2=C(C=CC=C2)C(F)(F)F)=C1 |o1:10|